ClC=1C(=NC=NC1OC1=CC=C(C=C1)CC)NC(C1=C(C=CC=C1)F)=O N-(5-chloro-6-(4-ethylphenoxy)pyrimidin-4-yl)-2-fluorobenzamide